(R)-1-(4-(((7-fluorobenzo[d]thiazol-2-yl)(4-methoxyphenethyl)-amino)methyl)phenyl)pyrrolidine-3-carboxylic acid FC1=CC=CC=2N=C(SC21)N(CCC2=CC=C(C=C2)OC)CC2=CC=C(C=C2)N2C[C@@H](CC2)C(=O)O